BrC1=CC=C(C=C1)C(=CCOC1=CC(=C(OCC(=O)O)C=C1)C)C1=CC=C(C=C1)Br (4-[3,3-Bis-(4-bromo-phenyl)-allyloxy]-2-methyl-phenoxy)-acetic acid